tert-butyl (S)-4-(5-(6-fluoronicotinamido)pyrimidin-2-yl)-3-methylpiperazine-1-carboxylate FC1=NC=C(C(=O)NC=2C=NC(=NC2)N2[C@H](CN(CC2)C(=O)OC(C)(C)C)C)C=C1